4-(((4-((5-chloro-2-((2-methoxy-4-(4-(4-methylpiperazin-1-yl)piperidin-1-yl)phenyl)amino)pyrimidin-4-yl)amino)phenyl)amino)methyl)-2-hydroxybenzaldehyde ClC=1C(=NC(=NC1)NC1=C(C=C(C=C1)N1CCC(CC1)N1CCN(CC1)C)OC)NC1=CC=C(C=C1)NCC1=CC(=C(C=O)C=C1)O